C(C)(=O)C=1C(=CC2=CC(=CC=C2C1)C(C)=O)N 3,7-diacetyl-2-aminonaphthalene